FC(OC1=CC=CC(=N1)C=1C=C2CC[C@]3(CN(CC3)C([C@H](C)C3=CC(=NC=C3F)OC)=O)NC2=NC1C)F (2R)-1-{(2S)-6-[6-(difluoromethoxy)pyridin-2-yl]-7-methyl-3,4-dihydro-1H-spiro[1,8-naphthyridine-2,3'-pyrrolidin]-1'-yl}-2-(5-fluoro-2-methoxypyridin-4-yl)propan-1-one